CC12OC3(OC(P(C(O1)(C3)C)C3=C(C=C(C=C3)OC)OC)(C2)C)C 1,3,5,7-tetramethyl-6-(2,4-dimethoxyphenyl)-2,4,8-trioxa-6-phosphaadamantane